2-acryloyloxyethyl-(2-(4-benzoylphenoxy)ethyl)succinic acid C(C=C)(=O)OCCC(C(=O)O)(CC(=O)O)CCOC1=CC=C(C=C1)C(C1=CC=CC=C1)=O